7-((5-(2-(hydroxy-methyl)morpholino)pyridin-2-yl)amino)-4-(imidazo[1,2-a]pyrazin-3-yl)isoindolin-1-one OCC1OCCN(C1)C=1C=CC(=NC1)NC=1C=CC(=C2CNC(C12)=O)C1=CN=C2N1C=CN=C2